4-amino-7-fluoro-N,1-dimethyl-N-((5R)-2-(trifluoro-methyl)-5,6,7,8-tetrahydro-5-quinolinyl)-1H-pyrazolo-[4,3-c]quinoline-8-carboxamide NC1=NC=2C=C(C(=CC2C2=C1C=NN2C)C(=O)N([C@H]2C=1C=CC(=NC1CCC2)C(F)(F)F)C)F